9,12-bis(tert-butoxycarbonyl)-10-(methyl-d)-8-oxo-9,10,11,12-tetrahydro-8H-[1,4]diazepino[5',6':4,5]thieno[3,2-f]quinoline 4-oxide C(C)(C)(C)OC(=O)N1C(CN(C2=C(SC3=C2C=2C=CC=[N+](C2C=C3)[O-])C1=O)C(=O)OC(C)(C)C)C[2H]